BrC1=NN2C(C(=C(C=C2)C=2C=NN(C2)C(C)OCC)OCC)=N1 2-bromo-8-ethoxy-7-(1-(1-ethoxyethyl)-1H-pyrazol-4-yl)-[1,2,4]triazolo[1,5-a]pyridine